6-hydroxy-3-iodo-1-methyl-2-(3-(2-oxo-2-((5-phenyl-1,3,4-thiadiazol-2-yl)amino)acetamido)phenyl)-1H-indole-5-carboxylic acid OC1=C(C=C2C(=C(N(C2=C1)C)C1=CC(=CC=C1)NC(C(NC=1SC(=NN1)C1=CC=CC=C1)=O)=O)I)C(=O)O